2-(2,6-dioxopiperidin-3-yl)-5-(3-hydroxypropan-1-yn-1-yl)isoindoline-1,3-dione O=C1NC(CCC1N1C(C2=CC=C(C=C2C1=O)C#CCO)=O)=O